7-methoxy-2-methyl-4-oxo-1,4-dihydroquinazolin-6-yl acetate C(C)(=O)OC=1C=C2C(N=C(NC2=CC1OC)C)=O